CN1N=NC2=C1C(=CC(=C2C)CCC(=O)O)OC(F)(F)F 3-[1,4-dimethyl-7-(trifluoromethoxy)-1H-benzotriazole-5-yl]propanoic acid